Tert-butyl ((1S,3S)-3-((7-cyano-5-isopropoxy-2,6-naphthyridin-3-yl)amino)cyclopentyl)carbamate C(#N)C1=NC(=C2C=C(N=CC2=C1)N[C@@H]1C[C@H](CC1)NC(OC(C)(C)C)=O)OC(C)C